(3-bromo-1H-pyrrolo[3,2-c]pyridin-6-yl)acetamide BrC1=CNC2=C1C=NC(=C2)CC(=O)N